N-methyl-3-methyl-aniline CNC1=CC(=CC=C1)C